N-(3,5-difluoro-4-((6-methoxy-7-(2-(methylamino)ethoxy)quinolin-4-yl)oxy)phenyl)-4-(2-hydroxy-2-methylpropoxy)pyridine-3-carboxamide FC=1C=C(C=C(C1OC1=CC=NC2=CC(=C(C=C12)OC)OCCNC)F)NC(=O)C=1C=NC=CC1OCC(C)(C)O